3-(3-(2-((2-(3-(2-carboxy-2-(pyrrolidin-3-yl)ethyl)phenoxy)ethyl)(3-(3-(2-carboxy-2-(pyrrolidin-3-yl)ethyl)phenoxy)propyl)amino)-2-oxoethyl)phenyl)-2-(pyrrolidin-3-yl)propanoic acid C(=O)(O)C(CC=1C=C(OCCN(C(CC=2C=C(C=CC2)CC(C(=O)O)C2CNCC2)=O)CCCOC2=CC(=CC=C2)CC(C2CNCC2)C(=O)O)C=CC1)C1CNCC1